1-(1-(benzoyloxy)ethyl)-5-(4-(hexyloxy)-1,2,5-thiadiazol-3-yl)-1-methyl-1,2,3,6-tetrahydropyridin-1-ium iodide [I-].C(C1=CC=CC=C1)(=O)OC(C)[N+]1(CCC=C(C1)C1=NSN=C1OCCCCCC)C